OCC1C[C@H]2[C@@H]3CCC([C@@]3(C)CC[C@@H]2[C@]2(C=CC(C=C12)=O)C)=O 6-hydroxymethyl-androstane-1,4-diene-3,17-dione